O[C@H]1[C@H](O)[C@@H](O)[C@H](O)[C@H](O1)CO endo-beta-glucose